NC=1CCC([C@@](N1)(CF)C=1C=C(C=CC1F)NC(=O)C1=NC=C(C=C1)Cl)(F)F (S)-N-(3-(6-amino-3,3-difluoro-2-(fluoromethyl)-2,3,4,5-tetrahydropyridin-2-yl)-4-fluorophenyl)-5-chloropyridinamide